C(C)OC(=O)C1=CC=2OCCNC2N=C1 3,4-dihydro-2H-pyrido[3,2-b][1,4]oxazine-7-carboxylic acid ethyl ester